C1(=CC=CC=2OC3=C(C21)C=CC=C3)C3=C(C=CC=C3)B3OC(C(O3)(C)C)(C)C 2-(2-(dibenzo[b,d]furan-1-yl)phenyl)-4,4,5,5-tetramethyl-1,3,2-dioxaborolane